6-{5-chloro-2-[(2,2-dimethyloxacyclohex-4-yl)amino]pyrimidin-4-yl}-2-[2-oxo-2-(1,2,3,4-tetrahydroisoquinolin-2-yl)ethyl]-2,3-dihydro-1H-isoindol-1-one ClC=1C(=NC(=NC1)NC1CC(OCC1)(C)C)C1=CC=C2CN(C(C2=C1)=O)CC(N1CC2=CC=CC=C2CC1)=O